Cl.COC=1C=C(C=CC1OC)C1=CN=CC(=N1)C1=CC(=CS1)N 5-(6-(3,4-Dimethoxyphenyl)pyrazin-2-yl)thiophen-3-amine hydrochloride